(S)-5-azido-N-(2-(1-(3-ethoxy-4-methoxyphenyl)-2-(methylsulfonyl)ethyl)-1,3-dioxoisoindolin-4-yl)pentanamide N(=[N+]=[N-])CCCCC(=O)NC1=C2C(N(C(C2=CC=C1)=O)[C@H](CS(=O)(=O)C)C1=CC(=C(C=C1)OC)OCC)=O